ClC1=C(NC2=NSC=3C2=NC=C(N3)C=NC(C(=O)O)(CO)C)C=CC=C1C1=CC=CC=C1 2-((3-(2-chloro-3-phenylanilino)isothiazolo[4,5-b]pyrazin-6-ylmethylene)amino)-2-methyl-3-hydroxypropionic acid